ClC=1C=C(C=C(C1)NS(=O)(=O)C)NC(=O)C1=CN(C(=C1)C1=NC=C(C=C1)C#N)C N-(3-chloro-5-(methylsulfonamido)phenyl)-5-(5-cyanopyridin-2-yl)-1-methyl-1H-pyrrole-3-carboxamide